FC1(CC2CN(C1C2)C2=NC(=CC=C2C(C)O)N2C=NC1=C2C=CC(=C1)NC=1N=NC(=CC1)C)F 1-[2-(6,6-difluoro-2-azabicyclo[2.2.1]heptan-2-yl)-6-[5-[(6-methylpyridazin-3-yl)amino]benzimidazol-1-yl]-3-pyridyl]ethanol